5-(1-(((5-fluoro-2,3-dihydrobenzofuran-4-yl)methyl)amino)-6-oxo-6,7-dihydro-2,7-naphthyridin-4-yl)-1-methyl-1H-pyrazole-3-carbonitrile FC=1C=CC2=C(CCO2)C1CNC1=NC=C(C2=CC(NC=C12)=O)C1=CC(=NN1C)C#N